6-Methyl-L-Tryptophan CC=1C=C2NC=C(C[C@H](N)C(=O)O)C2=CC1